O=C1CCC(CC1)NC(C=C)=O N-(4-oxocyclohexyl)acrylamide